C(#N)C1=CC=2N(N=C1)C(=CC2)C2=CC(=C(C=N2)C2=NN=C(S2)C21CCC(CC2)(CC1)NC(C)=O)NC(C)C N-(4-(5-(6-(3-cyanopyrrolo[1,2-b]pyridazin-7-yl)-4-(isopropylamino)pyridin-3-yl)-1,3,4-thiadiazol-2-yl)bicyclo[2.2.2]octan-1-yl)acetamide